FC(C1=NC(=NC(=N1)C(F)(F)F)N1C(C=2NC3=CC=C(C=C3C2CC1)Cl)CC1COCOC1)(F)F 2-[4,6-bis(trifluoromethyl)-1,3,5-triazin-2-yl]-6-chloro-1-[(1,3-dioxan-5-yl)methyl]-2,3,4,9-tetrahydro-1H-pyrido[3,4-b]indole